FC=1C=CC(=C(C1)S(=O)(=O)N1CC(OCC1)C=1SC2=C(C1)C=CC=C2)C [4-(5-fluoro-2-methyl-phenyl)sulfonylmorpholin-2-yl]benzothiophene